(R)-N'-((3-cyclopropyl-2-methyl-6,7-dihydro-5H-cyclopenta[b]pyridin-4-yl)carbamoyl)-2-(2-hydroxypropan-2-yl)thiazole-5-sulfonimidamide C1(CC1)C=1C(=C2C(=NC1C)CCC2)NC(=O)N=[S@](=O)(N)C2=CN=C(S2)C(C)(C)O